OC1=CC=NC2=CC=C(N=C12)OP(=O)(C1=CC=CC=C1)C1=CC=CC=C1 4-hydroxy-6-diphenylphosphinyloxy-1,5-naphthyridine